N,N'-Bis{3,5-bis(1-(carbamimidoylhydrazono)ethyl)phenyl}decanediamide C(N)(=N)NN=C(C)C=1C=C(C=C(C1)C(C)=NNC(N)=N)NC(CCCCCCCCC(=O)NC1=CC(=CC(=C1)C(C)=NNC(N)=N)C(C)=NNC(N)=N)=O